Cl.COC([C@@H](NC)CC1=CC=CC=C1)=O Methyl-L-phenylalanine methyl ester hydrochloride